(R)-3-hydroxycaproate O[C@@H](CC(=O)[O-])CCC